ClC=1C=CC(=C(C1)C#CC=1C=C(C=NC1)NC)NS(=O)(=O)C=1C=CC(=C2C=CC=NC12)OC 5-{2-[5-Chloro-2-(5-Methoxychinolin-8-sulfonamido)phenyl]ethynyl}-3-(methyl-amino)pyridin